3-methyl-N-(5-(2-(4-(trifluoromethyl)phenoxy)ethyl)-1H-indol-3-yl)bicyclo[1.1.1]pentane-1-carboxamide CC12CC(C1)(C2)C(=O)NC2=CNC1=CC=C(C=C21)CCOC2=CC=C(C=C2)C(F)(F)F